2-chloro-1-(4-(dimethylamino)butyl)-3-methyl-4,5-dihydro-1H-imidazol-3-ium hexafluorophosphate F[P-](F)(F)(F)(F)F.ClC=1N(CC[N+]1C)CCCCN(C)C